ClC1=C(C2=C(C3=C(O2)C(=C(C(=C3[2H])[2H])[2H])N3C2=CC=CC=C2C=2C=C(C=CC32)C3=CC=CC=C3)C(=C1[2H])[2H])[2H] 9-(7-chlorodibenzo[b,d]furan-4-yl-1,2,3,6,8,9-d6)-3-phenyl-9H-carbazole